C1(CC1)N1C=C(C(C2=CC(=C(C=C12)F)F)=O)CN([C@@H]1CN(CCC1)C=1C=NC=CC1)CC1=CC(=NC=C1)C 1-cyclopropyl-6,7-difluoro-3-({[(2-methylpyridin-4-yl)methyl][(3S)-1-(pyridin-3-yl)piperidin-3-yl]amino}methyl)-1,4-dihydroquinolin-4-one